Diethyl (2-methyl-2-(4-(trifluoromethyl)phenyl)propanoyl)-L-valyl-D-glutamate CC(C(=O)N[C@@H](C(C)C)C(=O)N[C@H](CCC(=O)OCC)C(=O)OCC)(C)C1=CC=C(C=C1)C(F)(F)F